BrC=1C=C2C(=NC1)[C@@H](C1=C(CC2)C=C(C=C1Br)Cl)C1CCN(CC1)C(CC1CCN(CC1)C(=O)NCCO)=O (R)-4-(2-(4-(3,10-dibromo-8-chloro-6,11-dihydro-5H-benzo[5,6]cyclohepta[1,2-b]pyridin-11-yl)piperidin-1-yl)-2-oxoethyl)-N-(2-hydroxyethyl)piperidine-1-carboxamide